3,5-dimethyl-1-aminoadamantane CC12CC3(CC(CC(C1)(C3)C)C2)N